FC1=CC=C(C=C1)C(N1CCN(CC1)C1=C(C(N(C2=CC=C(N=C12)C)C)=O)Br)C1=CC=C(C=C1)F 4-(4-(bis(4-fluorophenyl)methyl)piperazin-1-yl)-3-bromo-1,6-dimethyl-1,5-naphthyridin-2(1H)-one